3-BOC-amino-6-hydroxyphthalate C(=O)(OC(C)(C)C)C1=C(C(C(=O)[O-])=C(C=C1N)O)C(=O)[O-]